[Si](C)(C)(C(C)(C)C)OC[C@H]1CN(CC[C@H]1N[C@H](C)C1=CC=CC=C1)C(=O)OC(C)(C)C tert-Butyl (3S,4R)-3-[[tert-butyl (dimethyl)silyl]oxymethyl]-4-[[(1R)-1-phenylethyl]amino]piperidine-1-carboxylate